C12(CC3CC(CC(C1)C3)C2)C(C)(C)OC(=O)COC(=O)C2C3C1C4C=CC(C1C(C2)C3)C4 8-(2-(1-adamantyl)-2-propoxycarbonylmethyloxycarbonyl)-tetracyclo[4.4.0.12,5.17,10]-3-dodecene